(R)-10-chloro-11-(4-fluorophenyl)-3-methoxy-3,4-dihydro-2H,6H-[1,4]thiazepino[2,3,4-ij]quinazoline-6,8(7H)-dione ClC=1C=C2C(NC(N3C2=C(C1C1=CC=C(C=C1)F)SC[C@@H](C3)OC)=O)=O